trifluoromethanesulfonic acid copper [Cu].FC(S(=O)(=O)O)(F)F